10-benzyl-3,7-bis(α,α-dimethylbenzyl)-10H-phenothiazine-5,5-dioxide C(C1=CC=CC=C1)N1C2=CC=C(C=C2S(C=2C=C(C=CC12)C(C1=CC=CC=C1)(C)C)(=O)=O)C(C1=CC=CC=C1)(C)C